[1,4]Dioxane-5-carbaldehyde oxime O1CCOC(C1)C=NO